CS(=O)(=O)C1=CC=C(C=C1)C(C)OC1=CC=C(C=C1)C=1N=CN(C1)C(=O)OC(C)(C)C tert-butyl 4-(4-(1-(4-(methylsulfonyl)phenyl)ethoxy)phenyl)-1H-imidazole-1-carboxylate